4-(2-bromoethyl)benzenesulfonic acid sodium salt [Na+].BrCCC1=CC=C(C=C1)S(=O)(=O)[O-]